BrC=1C(=C(C[C@@H]2N(CC3(CC3)[C@@H]2NS(=O)(=O)C(F)F)C(=O)OC(C)(C)C)C=CC1)F tert-butyl (6S,7S)-6-(3-bromo-2-fluorobenzyl)-7-((difluoromethyl)sulfonamido)-5-azaspiro[2.4]heptane-5-carboxylate